C(C)(C)(C)OC(CC[C@@H](C(=O)N)N1C(C2=CC=C(C=C2C1)O[C@@H]1CNCC1)=O)=O (S)-5-amino-5-oxo-4-(1-oxo-5-(((S)-pyrrolidin-3-yl)oxy)isoindolin-2-yl)-pentanoic acid tert-butyl ester